6-[2-(2,2-difluoroethoxy)phenyl]-2-(2-hydroxy-2-methylpropyl)-5-oxo-N-[6-(1,1,3,3-tetrafluoro-2-hydroxypropan-2-yl)pyridin-3-yl]-2,5-dihydropyridazine-4-carboxamide FC(COC1=C(C=CC=C1)C=1C(C(=CN(N1)CC(C)(C)O)C(=O)NC=1C=NC(=CC1)C(C(F)F)(C(F)F)O)=O)F